IC1=CN=C2N1N=C(C=C2)N2CCOCC2 4-(3-iodoimidazo[1,2-b]pyridazin-6-yl)morpholine